CC1=CC=C(C=C1)S(=O)(=O)NC(=O)NC1=CC(=CC=C1)OS(=O)(=O)C1=CC=C(C)C=C1 (p-toluenesulfonyl)N'-(3-p-toluenesulfonyl-oxyphenyl)urea